(2-(3,5-dimethyl-1H-1,2,4-triazol-1-yl)-3-fluoropyridin-4-yl)boronic acid CC1=NN(C(=N1)C)C1=NC=CC(=C1F)B(O)O